COC=1C=C2C(=CC(=NC2=CC1)NC1=C(C=C(C=C1)[N+](=O)[O-])OC)C(F)(F)F 6-methoxy-N-(4-nitro-2-methoxyphenyl)-4-trifluoromethylquinolin-2-amine